NCC1=CC=CC2=C1CN1CCC3=C(C1C2)C=CC=C3 9-aminomethyl-6,8,13,13a-tetrahydro-5H-dibenzo[a,g]quinolizine